FC=1C=CC2=C(CCO2)C1CNC1=NC=C(C=2N1C=NN2)C=2C=1N(C=CC2)C(=CN1)C(=O)OCC Ethyl 8-(5-(((5-fluoro-2,3-dihydrobenzofuran-4-yl)methyl)amino)-[1,2,4]triazolo[4,3-c]pyrimidin-8-yl)imidazo[1,2-a]pyridine-3-carboxylate